12-bromo-4-(difluoromethyl)-19-fluoro-13,18-dimethoxy-15,15-dioxo-8-oxa-15λ6-thia-4,5,16-triazatetracyclo[15.3.1.110,14.02,6]docosa-1(21),2,5,10,12,14(22),17,19-octaen-9-one BrC=1C=C2C(OCC3=NN(C=C3C=3C=C(C(=C(NS(C(C1OC)=C2)(=O)=O)C3)OC)F)C(F)F)=O